(S)-2-amino-3-hydroxypropanoic acid N[C@H](C(=O)O)CO